FC1=C(CN2NN=CC=C2)C=C(C(=C1)F)F 1-(2,4,5-trifluorobenzyl)-triazine